Cl.Cl.N(=NC(C(=N)N)(C)C)C(C(=N)N)(C)C 2,2'-azobis-(2-methyl-propionamidin)-dihydrochlorid